ClC1=NC(=CC=C1C(=O)NS(=O)(=O)C1=NN(C=C1)CCOC1CC(N(C1)C(=O)OC(C)(C)C)(C)C)N1N=C(C=C1)OCCC1(CC1)C(F)(F)F tert-Butyl 4-[2-[3-[[2-chloro-6-[3-[2-[1-(trifluoromethyl)cyclopropyl]ethoxy] pyrazol-1-yl]pyridine-3-carbonyl]sulfamoyl]pyrazol-1-yl]ethoxy]-2,2-dimethyl-pyrrolidine-1-carboxylate